[Si](C)(C)(C(C)(C)C)OC[C@H](C)N1N=CC(=C1CO)I [2-[(1S)-2-[tert-butyl(dimethyl)silyl]oxy-1-methyl-ethyl]-4-iodo-pyrazol-3-yl]methanol